C(C1=CC=CC=C1)(=O)OC1=CC(=C(C=C1)Cl)C1=CC2=C(N=C(N=N2)NC2=CC=C(C=C2)OCCN2CCCC2)C(=C1)C 4-Chloro-3-[5-methyl-3-[[4-[2-(1-pyrrolidinyl)ethoxy]phenyl]amino]-1,2,4-benzotriazin-7-yl]phenol 1-benzoate